CNC(C(C)(C(C)C)C(C)C)=O 2,2-diisopropylpropionic acid methylamide